ClC1=CC=C(C(=N1)C(C)NC[C@@H](CC)O)F (2R)-1-{[1-(6-chloro-3-fluoropyridin-2-yl)ethyl]amino}butan-2-ol